OC=1C=C2C(=CN1)OC(=C2C(=O)OCC)C ethyl 5-hydroxy-2-methylfuro[2,3-c]pyridine-3-carboxylate